FC=1C=C2C=CC(=CC2=CC1)[C@H](C)NSC(C)(C)C (R)-N-((S)-1-(6-fluoronaphthalen-2-yl)ethyl)-2-methylpropane-2-Sulfenamide